C(C1=CC=CC=C1)C1=NC=2[C@@H](CN=CC2C=C1C(F)(F)F)N benzyl-(R)-8-amino-3-(trifluoromethyl)-7,8-dihydro-1,6-naphthyridine